(1-((3-(hydroxymethyl)phenyl)sulfonyl)piperidin-4-yl)carbamic acid tert-butyl ester C(C)(C)(C)OC(NC1CCN(CC1)S(=O)(=O)C1=CC(=CC=C1)CO)=O